C(C)(=O)OOC1=NN(C(=N1)C1=C(C(=C(C=C1)F)C)F)C1=C(C=C(C=C1)Cl)F Methyl-{[1-(4-chloro-2-fluorophenyl)-5-(2,4-difluorophenyl)-1H-1,2,4-triazol-3-yl]oxy} acetat